2-(2-chloro-6-fluorophenyl)-6-(4-ethyl-3-(hydroxymethyl)-5-oxo-4,5-dihydro-1H-1,2,4-triazol-1-yl)-4-(3,3,3-trifluoroprop-1-en-2-yl)isoquinolin-1(2H)-one ClC1=C(C(=CC=C1)F)N1C(C2=CC=C(C=C2C(=C1)C(=C)C(F)(F)F)N1N=C(N(C1=O)CC)CO)=O